CN1CCC(CC1)CN 1-methylpiperidine-4-methylamine